ClC=1C=C2C(=NC1)NC=C2C=2C=C(C1=C(N(C(=N1)C)C1CCN(CC1)C)C2)F 6-(5-chloro-1H-pyrrolo[2,3-b]pyridin-3-yl)-4-fluoro-2-methyl-1-(1-methylpiperidin-4-yl)-1H-benzo[d]imidazole